1,3-dimethyl-2-(2-ethylhexyloxy)thioxanthone CC1=C(C(=CC=2SC3=CC=CC=C3C(C12)=O)C)OCC(CCCC)CC